ClC1=CC2=C(N(C(N=C2N2[C@H](CN([C@@H](C2)C)C(C=C)=O)C)=O)C=2C(=NC=CC2C)C(C)C)N=C1C1=C(C=CC=C1)N(C(C)=O)C (M)-N-[2-[6-Chloro-4-[(2S,5R)-2,5-dimethyl-4-prop-2-enoyl-piperazin-1-yl]-1-(2-isopropyl-4-methyl-3-pyridyl)-2-oxo-pyrido[2,3-d]pyrimidin-7-yl]phenyl]-N-methyl-acetamide